BrC1=CC=C(C=C1)NC(=O)N[C@H](C(=O)NCC(=O)OCC)CCC ethyl {[(2S)-2-{[(4-bromophenyl)carbamoyl]amino}pentanoyl]amino}acetate